1,4-anthraquinonedicarboxylic acid C1=CC=C2C(=C1)C(=O)C3=C(C=CC(=C3C2=O)C(=O)O)C(=O)O